CN1C(=NC(=C1)C(F)(F)F)C1=CC=C(C=C1)CN1C(CC2=C1N=C(N=C2)C=2C(=NC=CC2)C(C)C)=O 7-([4-[1-methyl-4-(trifluoromethyl)-1H-imidazol-2-yl]phenyl]methyl)-2-[2-(propan-2-yl)pyridin-3-yl]-5H,6H,7H-pyrrolo[2,3-d]pyrimidin-6-one